NCC=1C=C(C=CC1)C[C@H](C(=O)OC(C)(C)C)[C@@H]1CN(CC1)C(=O)OC(C)(C)C tert-butyl (3R)-3-[(1S)-1-[[3-(aminomethyl)phenyl]methyl]-2-tert-butoxy-2-oxo-ethyl]pyrrolidine-1-carboxylate